COC1=C(C=CC(=C1)OC)CN(C1=NC(=C(C(=C1[N+](=O)[O-])N)I)C)CC1=C(C=C(C=C1)OC)OC N2,N2-bis[(2,4-dimethoxyphenyl)methyl]-5-iodo-6-methyl-3-nitro-pyridine-2,4-diamine